C(C)OC(=O)C1=C(N=C(S1)NC1=NC(=CC(=N1)C1=CC=C(C=C1)CC(=O)O)N1CCC(CC1)O)C 2-[4-(4-carboxymethyl-phenyl)-6-(4-hydroxy-piperidin-1-yl)-pyrimidin-2-ylamino]-4-methylthiazole-5-carboxylic acid ethyl ester